ClC1=C(C(=O)NC(CO)CC2=CC=CC=C2)C=CN=C1 chloro-N-(1-hydroxy-3-phenylpropan-2-yl)isonicotinamide